COC=1C=C(C=CC1OCCCN1CCCCC1)NC1=NC=CC(=N1)NC1=CC2=C(N=C(O2)N2CCOCC2)C=C1 2-[3-methoxy-4-(3-piperidinopropoxy)phenylamino]-4-(2-morpholino-1,3-benzoxazol-6-ylamino)pyrimidine